Dec-3-ylcarbamic acid (R)-tert-butyl ester C(C)(C)(C)OC(NC(CC)CCCCCCC)=O